FC=1C=C(C=CC1)C#CC=1C=CC(=NC1)C1=NOC(=N1)C(CC)N(C)C 1-(3-(5-((3-fluorophenyl)ethynyl)pyridin-2-yl)-1,2,4-oxadiazol-5-yl)-N,N-dimethylpropan-1-amine